methyl (S)-2-(2,6-difluorobenzamido)-3-(2',6'-dimethoxy-4'-(13-((methylsulfonyl)oxy)-2,5,8,11-tetraoxatridecyl)-[1,1'-biphenyl]-4-yl)propanoate FC1=C(C(=O)N[C@H](C(=O)OC)CC2=CC=C(C=C2)C2=C(C=C(C=C2OC)COCCOCCOCCOCCOS(=O)(=O)C)OC)C(=CC=C1)F